4-(2-cyano-7-((5-methoxy-7-methyl-1H-indol-4-yl)methyl)-7-azaspiro[3.5]nonan-6-yl)-N-((R)-1-(oxetan-3-yl)ethyl)benzamide C(#N)C1CC2(C1)CC(N(CC2)CC2=C1C=CNC1=C(C=C2OC)C)C2=CC=C(C(=O)N[C@H](C)C1COC1)C=C2